ClC1=CC=2C(OCCOC=3C=CC=CC3C3=CC=C(C(NS(C(=C1O)C2)(=O)=O)=C3)OC(F)(F)F)=O 15-chloro-16-hydroxy-18,18-dioxo-21-(trifluoromethoxy)-8,11-dioxa-18λ6-thia-19-azatetracyclo[18.3.1.113,17.02,7]pentacosa-1(23),2(7),3,5,13(25),14,16,20(24),21-nonaen-12-one